ClC=1C=C2C(=C(C=NC2=CC1C)S(=O)(=O)Cl)O 6-chloro-4-hydroxy-7-methyl-quinoline-3-sulfonyl chloride